4-(Ethoxymethyl)-2-imidazolidinone C(C)OCC1NC(NC1)=O